BrC=1C=CC=C2C(CN(CC12)S(=O)(=O)C1=CC=C(C)C=C1)=O 8-bromo-2-tosyl-2,3-dihydro-isoquinolin-4(1H)-one